2,3-dihydro-1H-pyrrolo[1,2-a]indol C1CCN2C1=CC=1C=CC=CC21